C(C1=CC=CC=C1)OCOCCCC(CC(CC(CC(C)Cl)C)C)C 10-chloro-4,6,8-trimethylundecyl benzyloxymethyl ether